C(C)(C)(C)OC(=O)N1N=C(C(=C1OCC)C=1C=C2C=NN(C2=CC1)C)C1=CC(=C(C=C1)C#N)F 3-(4-cyano-3-fluorophenyl)-5-ethoxy-4-(1-methyl-1H-indazol-5-yl)-1H-pyrazole-1-carboxylic acid tert-butyl ester